C1=CC=CC=2C3=CC=CC=C3C(C12)[Hf] (9-fluorenyl)hafnium